(R)-3-methyl-4-(1-(methylsulfonyl)-6-(1H-pyrazol-5-yl)-1H-pyrrolo[2,3-b]pyridine-4-yl)morpholine C[C@H]1N(CCOC1)C1=C2C(=NC(=C1)C1=CC=NN1)N(C=C2)S(=O)(=O)C